((1R,3s,5S)-8-(isothiazol-3-ylmethyl)-8-azabicyclo[3.2.1]oct-3-yl)-1H-indole-6-carboxamide S1N=C(C=C1)CN1[C@H]2CC(C[C@@H]1CC2)N2C=CC1=CC=C(C=C21)C(=O)N